Titanium dioxide Disodium [Na+].[Na+].[O-2].[O-2].[Ti+4]